(S)-7-(1H-inden-3-yl)-2-((1-methylpyrrolidin-2-yl)methoxy)imidazo[2,1-f][1,2,4]triazin-4-ol C1C=C(C2=CC=CC=C12)C1=CN=C2C(=NC(=NN21)OC[C@H]2N(CCC2)C)O